5-[3-(3,4-dimethoxyphenyl)-6-methoxy-1H-pyrazolo[4,3-c]quinolin-1-yl]-2,3-dihydro-1H-isoindole COC=1C=C(C=CC1OC)C1=NN(C2=C1C=NC=1C(=CC=CC21)OC)C=2C=C1CNCC1=CC2